COCCNC(=O)C1=NN(C(=C1)C)CC1=CC=C(C=C1)C1=NOC(=N1)C(F)(F)F N-(2-methoxyethyl)-5-methyl-1-[[4-[5-(trifluoromethyl)-1,2,4-oxadiazol-3-yl]phenyl]methyl]-1H-pyrazole-3-carboxamide